3-cyclopropyl-1-methyl-N-[(1s,4s)-4-{[2-(trifluoromethyl)imidazo[1,2-a]pyridin-5-yl]amino}cyclohexyl]-1H-pyrazole-4-carboxamide C1(CC1)C1=NN(C=C1C(=O)NC1CCC(CC1)NC1=CC=CC=2N1C=C(N2)C(F)(F)F)C